F.[K] potassium hydrogenfluoride